(3s,5s)-3-aminomethyl-7-(3-chloro-phenoxy)-5-methyl-heptanoic acid NC[C@H](CC(=O)O)C[C@@H](CCOC1=CC(=CC=C1)Cl)C